tert-Butyl 3-((2-((4-chloro-2-cyanophenoxy)methyl)pyridin-4-yl)oxy)azetidine-1-carboxylate ClC1=CC(=C(OCC2=NC=CC(=C2)OC2CN(C2)C(=O)OC(C)(C)C)C=C1)C#N